O=C1C2=C(C=NN1)N=C(N=C2NC2=CC=C(C=C2)CN2CCNCC2)N2CCCCC2 1-(5-Oxo-4-((4-(piperazin-1-ylmethyl)phenyl)amino)-5,6-dihydropyrimido[4,5-d]pyridazin-2-yl)piperidin